C(=CC)[SiH](OCC)OCC propenyl-diethoxysilane